3-(((2-((4-(4-(((2-(2,6-dioxopiperidin-3-yl)-6-fluoro-1-oxoisoindoline-5-yl)methyl)(methyl)amino)piperidin-1-yl)phenyl)amino)-5-(trifluoromethyl)pyrimidin-4-yl)amino)methyl)pyridine O=C1NC(CCC1N1C(C2=CC(=C(C=C2C1)CN(C1CCN(CC1)C1=CC=C(C=C1)NC1=NC=C(C(=N1)NCC=1C=NC=CC1)C(F)(F)F)C)F)=O)=O